ClC=1C(=C(C=CC1F)NC1=NC=NC2=CC(=CC(=C12)OC(C)(C)C1=NC=CC=N1)N1N=CC=C1)F N-(3-chloro-2,4-difluorophenyl)-7-(1H-pyrazol-1-yl)-5-((2-(pyrimidin-2-yl)propan-2-yl)oxy)quinazolin-4-amine